ClC=1C=CC=C2C=CC=C(C12)N1CC=2N=C(N=C(C2CC1)OC)OCC12CCCN2CCC1 7-(8-chloronaphthalen-1-yl)-4-methoxy-2-((tetrahydro-1H-pyrrolizin-7a(5H)-yl)methoxy)-5,6,7,8-tetrahydropyrido[3,4-d]pyrimidine